(1S)-MENTHYL HEXYL PHOSPHONATE P(OC1C[C@H](CCC1C(C)C)C)(OCCCCCC)=O